tert-butyl (R)-4-(1-((8-methoxy-2-methylimidazo[1,2-a]pyrazin-6-yl)carbamoyl)-2,3-dihydro-1H-pyrrolo[2,3-b]pyridin-4-yl)-2-methylpiperazine-1-carboxylate COC=1C=2N(C=C(N1)NC(=O)N1CCC=3C1=NC=CC3N3C[C@H](N(CC3)C(=O)OC(C)(C)C)C)C=C(N2)C